1-ethyl-6-(prop-1-en-2-yl)-N-(1-(3,4,5-trimethoxyphenyl)-1H-imidazol-4-yl)-1H-pyrazolo[3,4-d]Pyrimidine-4-amine C(C)N1N=CC=2C1=NC(=NC2NC=2N=CN(C2)C2=CC(=C(C(=C2)OC)OC)OC)C(=C)C